[Fe+3].FC(C(CC(C)=O)=O)(F)F.FC(C(CC(C)=O)=O)(F)F.FC(C(CC(C)=O)=O)(F)F tris(trifluoro-2,4-pentanedione) iron (III)